[Na+].[Cr](=O)(=O)([O-])[O-].[Na+] chromic acid, sodium salt